1-(2-amino-5-bromopyridin-3-yl)ethan-1-one NC1=NC=C(C=C1C(C)=O)Br